OC(C)C1=CC2=C(C(C=3C(=NSN3)C2=O)=O)S1 6-(1-hydroxyethyl)thieno[2',3':4,5]Benzo[1,2-c][1,2,5]Thiadiazole-4,8-dione